(S)-4-(2-(3-benzylureido)-2-(4-ethylthiazol-2-yl)ethyl)phenylaminosulfonic acid C(C1=CC=CC=C1)NC(N[C@@H](CC1=CC=C(C=C1)NS(=O)(=O)O)C=1SC=C(N1)CC)=O